3,9-bis{2-[3-(3-tert-butyl-4-hydroxy-5-methylphenyl)propionyloxy]-1,1-dimethylethyl}2,4,8,10-tetraoxaspiro[5.5]undecane C(C)(C)(C)C=1C=C(C=C(C1O)C)CCC(=O)OCC(C)(C)C1OCC2(CO1)COC(OC2)C(COC(CCC2=CC(=C(C(=C2)C)O)C(C)(C)C)=O)(C)C